ClC1=CC=C(C=C1)C=1N=C2N(C=CC=C2)C1CN1CC2COCC(CC1)N2C(=O)C2=NC(=CC=C2F)OC [3-{[2-(4-chlorophenyl)imidazo[1,2-a]pyridin-3-yl]methyl}-8-oxa-3,10-diazabicyclo[4.3.1]dec-10-yl](3-fluoro-6-methoxypyridin-2-yl)methanone